(+/-)-1-(3-Fluoro-2-methylphenyl)ethanol FC=1C(=C(C=CC1)[C@@H](C)O)C |r|